carboxythio acetate C(C)(=O)OSC(=O)O